chloro-2,6-dimethyl-1,1'-biphenyl ClC=1C(=C(C(=CC1)C)C1=CC=CC=C1)C